Benzyl (R)-3-(4-(((tert-butoxycarbonyl)amino)methyl)-1H-pyrazol-1-yl)pyrrolidine-1-carboxylate C(C)(C)(C)OC(=O)NCC=1C=NN(C1)[C@H]1CN(CC1)C(=O)OCC1=CC=CC=C1